(S)-8-(3-bromopropyloxy)-7-methoxy-2-(4-methoxyphenyl)-5-oxo-11,11a-dihydro-1H-benzo[e]pyrrolo[1,2-a][1,4]diazepine-10(5H)-carboxylic acid allyl ester C(C=C)OC(=O)N1C[C@H]2N(C(C3=C1C=C(C(=C3)OC)OCCCBr)=O)C=C(C2)C2=CC=C(C=C2)OC